N1(CCCCC1)C1=CC=NC2=C(C=CC=C12)O 4-(Piperidin-1-yl)quinolin-8-ol